ICC(=O)NC1=CC=C(C=C1)C(C[N+](=O)[O-])C1=C(NC2=CC=CC=C12)C1=CC=CC=C1 2-iodo-N-(4-(2-nitro-1-(2-phenyl-1H-indol-3-yl)ethyl)phenyl)acetamide